oxazol-5-ylmethyl (4-(1-(6,6-difluorospiro[3.3]heptane-2-carboxamido)ethyl)phenyl)carbamate FC1(CC2(CC(C2)C(=O)NC(C)C2=CC=C(C=C2)NC(OCC2=CN=CO2)=O)C1)F